[Si](C1=CC=CC=C1)(C1=CC=CC=C1)(C(C)(C)C)O[C@@H]1[C@H](COC1)O |r| (3S,4S) and (3R,4R)-4-((tert-butyldiphenylsilyl)oxy)tetrahydrofuran-3-ol